S1C(=NC2=C1C=CC=C2)NC(=O)NC2=NC(=CC=C2)C2=NN=CN2C(C)C 1-(benzo[d]thiazol-2-yl)-3-(6-(4-isopropyl-4H-1,2,4-triazol-3-yl)pyridin-2-yl)urea